C(C=C)OC1(CC(OCC1)(CC)CC)C1=NC=CC=C1 2-(4-(Allyloxy)-2,2-diethyltetrahydro-2H-pyran-4-yl)pyridine